N[C@@H]1[C@@H](C(O[C@@H]([C@H]1O)C)OC1C=CC=CC=CC=CCC(OC(C=CC2OC2CC(CC2(CC(C(C(C1)O2)C(=O)O)O)O)O)=O)C)O 22-[(3-amino-3,6-dideoxy-D-mannopyranosyl)oxy]-1,3,26-trihydroxy-12-methyl-10-oxo-6,11,28-trioxatricyclo[22.3.1.05,7]octacosa-8,14,16,18,20-pentaene-25-carboxylic acid